FC(C(=O)O)(F)F.S1(NC(CN1)=O)(=O)=O 1,2,5-thiadiazolidin-3-one-1,1-dioxide trifluoroacetate salt